BrC1=C(C=O)C(=CC=C1C)F 2-bromo-6-fluoro-3-methyl-benzaldehyde